COC(=O)C1=NN(C=C1N)C1CC1 4-amino-1-cyclopropyl-1H-pyrazole-3-carboxylic acid methyl ester